O1CC(CC1)CN1CCNCC1 ((tetrahydrofuran-3-yl)methyl)piperazin